(2S)-2-(4-bromo-2-fluoro-phenoxy)propanoic acid BrC1=CC(=C(O[C@H](C(=O)O)C)C=C1)F